3-{2-[3-methoxy-4-(3-piperidinopropoxy)phenylamino]-4-pyrimidinylamino}-2(1H)-quinolinone COC=1C=C(C=CC1OCCCN1CCCCC1)NC1=NC=CC(=N1)NC=1C(NC2=CC=CC=C2C1)=O